5-[[2-(4-methyl-1,2,5-oxadiazol-3-yl)benzoimidazol-1-yl]methyl]pyridin-2-ol CC=1C(=NON1)C1=NC2=C(N1CC=1C=CC(=NC1)O)C=CC=C2